N'-acetyl-6-amino-N'-methyl-N-[[5-(trifluoromethyl)-2-pyridyl]methyl]phenanthridine-2-carbohydrazide C(C)(=O)N(N(C(=O)C1=CC2=C3C=CC=CC3=C(N=C2C=C1)N)CC1=NC=C(C=C1)C(F)(F)F)C